5-fluoro-N2-(3-hydroxyphenyl)-2,4-pyrimidinediamine FC=1C(=NC(=NC1)NC1=CC(=CC=C1)O)N